(3-(3-(2-nitro-1-(thiophen-2-yl)ethyl)-1H-indol-2-yl)phenyl)boronic acid [N+](=O)([O-])CC(C=1SC=CC1)C1=C(NC2=CC=CC=C12)C=1C=C(C=CC1)B(O)O